3-chloro-6,7-dihydro-5H-thieno[3,2-b]pyran-2-carboxylic acid ClC1=C(SC2=C1OCCC2)C(=O)O